(S)-(3-chloro-1-methyl-1H-1,2,4-triazol-5-yl)(4-(6-fluorobenzo[d]oxazol-2-yl)-6,7-dihydro-1H-imidazo[4,5-c]pyridin-5(4H)-yl)methanone ClC1=NN(C(=N1)C(=O)N1[C@@H](C2=C(CC1)NC=N2)C=2OC1=C(N2)C=CC(=C1)F)C